4-((1-(4-(tert-butyl)piperidine-1-carbonyl)cyclopentyl)amino)benzonitrile C(C)(C)(C)C1CCN(CC1)C(=O)C1(CCCC1)NC1=CC=C(C#N)C=C1